C(C1=CC=CC=C1)OC(=O)N1CCN(CC1)C(=O)C1CCN(CC1)C1=CC=C(C=C1)C=1C=NN(C1)C1OCCCC1.C(C(C)NC(=N)NC(=N)N)NC(=N)NC(=N)N propylenebis-biguanide benzyl-4-(1-(4-(1-(tetrahydro-2H-pyran-2-yl)-1H-pyrazol-4-yl)phenyl)piperidin-4-carbonyl)piperazine-1-carboxylate